(+-)-trans-N-[8-chloro-6-(2-oxo-3H-benzimidazol-1-yl)-3-isoquinolinyl]-2-cyano-cyclopropanecarboxamide ClC=1C=C(C=C2C=C(N=CC12)NC(=O)[C@H]1[C@@H](C1)C#N)N1C(NC2=C1C=CC=C2)=O |r|